FC=1C(=NC=C(C1)Cl)OC[C@H](C)NC1=NC=NC(=C1Cl)CC (S)-N-(1-((3-fluoro-5-chloropyridin-2-yl)oxy)propan-2-yl)-5-chloro-6-ethylpyrimidin-4-amine